N-[(3S)-1-(3-ethylpyrrolo[1,2-a]pyrazin-1-yl)pyrrolidin-3-yl]-1-phenyl-1,2,4-triazole-3-carboxamide C(C)C=1N=C(C=2N(C1)C=CC2)N2C[C@H](CC2)NC(=O)C2=NN(C=N2)C2=CC=CC=C2